tert-butyl 7-(1-((8-cyclopropyl-2-methylimidazo[1,2-a]pyridin-6-yl)carbamoyl)-2,3-dihydro-1H-pyrrolo[2,3-b]pyridin-4-yl)-4,7-diazaspiro[2.5]octane-4-carboxylate C1(CC1)C=1C=2N(C=C(C1)NC(=O)N1CCC=3C1=NC=CC3N3CCN(C1(CC1)C3)C(=O)OC(C)(C)C)C=C(N2)C